CN1C(C(NC(C=2C=NC3=C(CC4(C(NC=5N=CC(C=CCCCCCCC1)=CC45)=O)C3)C2)=O)CC=2C=C3C=NNC3=C(C2)C)=O 12-methyl-10-[(7-methyl-1H-indazol-5-yl)methyl]-5,9,12,24,26-pentazapentacyclo[20.5.2.11,4.13,7.025,28]hentriaconta-3,5,7(30),20,22(29),23,25(28)-heptaene-8,11,27-trione